6-iodo-1-hexene ICCCCC=C